2-((4-((2-(dimethylamino)ethyl)(methyl)amino)-2-methoxy-5-nitrophenyl)amino)-6-(4-methoxyphenyl)-8-methylpyrido[2,3-d]pyrimidin-7(8H)-one CN(CCN(C1=CC(=C(C=C1[N+](=O)[O-])NC=1N=CC2=C(N1)N(C(C(=C2)C2=CC=C(C=C2)OC)=O)C)OC)C)C